methyl 3-[[4-[4-[[(1R)-1-(2-chlorophenyl)ethoxy]carbonylamino]-3-methyl-1,2-oxazol-5-yl]phenyl]carbamoyl]-2,2-difluorocyclopropane-1-carboxylate ClC1=C(C=CC=C1)[C@@H](C)OC(=O)NC=1C(=NOC1C1=CC=C(C=C1)NC(=O)C1C(C1C(=O)OC)(F)F)C